(S)-2-(3-fluorobicyclo[1.1.1]pentan-1-yl)-5-(6-methylpyrazin-2-yl)-2,5,6,7-tetrahydro-3H-pyrrolo[2,1-c][1,2,4]triazol-3-one FC12CC(C1)(C2)N2N=C1N(C2=O)[C@@H](CC1)C1=NC(=CN=C1)C